CC=1C=CC2=C(S(N=C(O2)C2=CC=C(C=C2)S(=O)(=O)N(CCC)CCC)(=O)=O)C1 4-(7-methyl-1,1-dioxobenzo[e][1,4,3]oxathiazin-3-yl)-N,N-dipropylbenzenesulfonamide